FC(OC1=C(OC2=CC=C(C(=C2C(=O)NC2=CC(=NC=C2)C(=O)N)F)C(F)(F)F)C=CC(=C1)OC(F)(F)F)F 4-[[6-[2-(Difluoromethoxy)-4-(trifluoromethoxy)phenoxy]-2-fluoro-3-(trifluoromethyl)benzoyl]amino]pyridin-2-carboxamid